tert-butyl-9,9-dimethyl-3,7-diazabicyclo[3.3.1]nonane C(C)(C)(C)C12CNCC(CNC1)C2(C)C